ClC=1C(=C(C(=CC1Cl)Cl)OC(C(=O)OC1=C(C(=C(C=C1Cl)Cl)Cl)C(=O)OCC1CCCCC1)=O)C(=O)OCC1CCCCC1 bis{3,4,6-trichloro-2-[(cyclohexylmethoxy)carbonyl] phenyl}-Oxalat